NC1=C2NC(N(C2=NC(=N1)OCCCC)CC1=CC=C(CNC(CON)=O)C=C1)=O N-(4-((6-amino-2-butoxy-8-oxo-7H-purin-9(8H)-yl)methyl)benzyl)-2-(aminooxy)acetamide